7-(8-fluoro-2-methylimidazo[1,2-a]pyridin-6-yl)-2-(1-methylpiperidin-4-yl)-4H-pyrido[1,2-a]pyrimidin-4-one FC=1C=2N(C=C(C1)C=1C=CC=3N(C(C=C(N3)C3CCN(CC3)C)=O)C1)C=C(N2)C